CC(=C)C1=CC=CC=C1 (alpha-methyl)styrene